COC1=C(C(=O)N2N=C(C=C2SCC2=CC=C(C=C2)C(N)=N)C2CNC(CC2C(F)(F)F)=O)C=CC=C1 4-({[1-(2-methoxybenzoyl)-3-[6-oxo-4-(trifluoromethyl)piperidin-3-yl]-1H-pyrazol-5-yl]sulfanyl}methyl)benzene-1-carboximidamide